7-(3-((1-(3-(2,5-dioxo-2,5-dihydro-1H-pyrrol-1-yl)propanoyl)azetidin-3-yl)oxy)propoxy)-2-(1-ethyl-3-methyl-1H-pyrazole-5-carboxamido)-1H-benzo[d]imidazole-5-carboxamide O=C1N(C(C=C1)=O)CCC(=O)N1CC(C1)OCCCOC1=CC(=CC2=C1NC(=N2)NC(=O)C2=CC(=NN2CC)C)C(=O)N